C(C1=CC=CC=C1)C1=CC(=NC(=C1)NC1=NNC(=C1)C)C=1C=C(C=CC1)NC(\C=C\C)=O (E)-N-(3-(4-benzyl-6-(5-methyl-1H-pyrazol-3-ylamino)pyridin-2-yl)phenyl)but-2-enamide